O(C(C)C)C(CCO[Zr](C(CC(=O)COCC)=O)C(CC(=O)COCC)=O)OC(C)C di-isopropoxylpropoxybis(ethoxyacetoacetyl)zirconium